3-[[2-(3,4,5,6-tetrahydro-2H-pyran-4-ylidene)ethylidene]methyl]indol-2-one O1CCC(CC1)=CC=CC=1C(N=C2C=CC=CC12)=O